C(C)OC1=NC=CC=C1C=1C=C(C=2N(N1)C(=NC2C(C)C)C)NCC2=CC=C(C=C2)OC 2-(2-ethoxypyridin-3-yl)-5-isopropyl-N-(4-methoxybenzyl)-7-methylimidazo[1,5-b]pyridazin-4-amine